OC1=CC2=C(C(=C3C([Si]2(C)C)=CC(C=C3)=O)C3=C(C=C(C=C3)CO)C)C=C1 7-Hydroxy-10-(4-(hydroxymethyl)-2-methylphenyl)-5,5-dimethyldibenzo[b,e]silin-3(5H)-one